FC(C(C(C(F)(F)F)(F)F)(F)F)(S(=O)(=O)OC1=NC(=NC2=CC=CC=C12)C(F)(F)F)F 2-(trifluoromethyl)quinazolin-4-ol perfluorobutane-sulfonate